(S)-N-(5-(2-(1-cyclopropylethyl)-4-morpholinyl-3-oxo-2,3-dihydro-1H-pyrrolo[3,4-c]pyridin-6-yl)-4-methylthiazol-2-yl)pyrrolidine-1-carboxamide C1(CC1)[C@H](C)N1C(C=2C(=NC(=CC2C1)C1=C(N=C(S1)NC(=O)N1CCCC1)C)N1CCOCC1)=O